FC(OC1=C(C=CC=C1)C1=NOC(C1)C(=O)N)(F)F 3-(2-(trifluoromethoxy)phenyl)-4,5-dihydroisoxazole-5-carboxamide